4-[5-(3,5-dichlorophenyl)-5-(trifluoromethyl)-4H-isoxazol-3-yl]-2-methylbenzoic acid ClC=1C=C(C=C(C1)Cl)C1(CC(=NO1)C1=CC(=C(C(=O)O)C=C1)C)C(F)(F)F